2-chloro-5-fluoro-7H-pyrrolo[2,3-d]pyrimidine ClC=1N=CC2=C(N1)NC=C2F